C(C)(=O)OC=1C=C(C(=O)O)C=CC1 3-(acetoxy)benzoic acid